C(C1=C(C(=CC=2NN=NC21)O)C2=CC=CC=C2)C2=C(C(=CC=1NN=NC12)O)C1=CC=CC=C1 Methylenebis-(hydroxyphenyl-benzotriazol)